BrC=1C=C(C=C(C1O)C(F)(F)F)NC(=S)NC(=O)C12CC3CC(CC(C1)C3)C2 N-((3-bromo-4-hydroxy-5-(trifluoromethyl)phenyl)carbamothioyl)adamantane-1-carboxamide